C1(CC1)P(=O)(C1CC1)C1=CC(=NN1C)C=1C(=C(C=CC1)NC1=CC(=NC=C1C(CC)=O)NC(=O)C1CC1)OC N-(4-((3-(5-(Dicyclopropylphosphoryl)-1-methyl-1H-pyrazol-3-yl)-2-methoxyphenyl)amino)-5-propionylpyridin-2-yl)cyclopropanecarboxamide